(R)-3-(4-((2R,4r,6S)-2-cyano-7-((5-methoxy-7-methyl-1H-indol-4-yl)methyl)-7-azaspiro[3.5]nonan-6-yl)benzamido)butanoic acid C(#N)C1CC2(C1)C[C@H](N(CC2)CC2=C1C=CNC1=C(C=C2OC)C)C2=CC=C(C(=O)N[C@@H](CC(=O)O)C)C=C2